BrC1=CC(=C(C(=O)O)C(=C1)F)CC(=O)O 4-Bromo-2-(carboxymethyl)-6-fluorobenzoic acid